tert-butyl 4-((5-bromo-3-methylpyrazin-2-yl)oxy)piperidine-1-carboxylate BrC=1N=C(C(=NC1)OC1CCN(CC1)C(=O)OC(C)(C)C)C